FC(N1N=C(C=C1)C=1C=C(C=C(C1)C=1C=NN(C1)CCN1CCOCC1)[C@@H](C)NC(C1=C(C=CC(=C1)OCCN(C)C)C)=O)F (R)-N-(1-(3-(1-(difluoromethyl)-1H-pyrazol-3-yl)-5-(1-(2-morpholinoethyl)-1H-pyrazol-4-yl)phenyl)ethyl)-5-(2-(dimethylamino)ethoxy)-2-methylbenzamide